3-((1H-indol-3-yl)methyl)-1-benzylpiperidin-4-one N1C=C(C2=CC=CC=C12)CC1CN(CCC1=O)CC1=CC=CC=C1